(R)-N-(5-((6-(3-(2-fluoro-3-(trifluoromethyl)phenyl)isoxazolidin-2-yl)pyrimidin-4-yl)amino)-4-methoxy-2-(4-(4-(oxetan-3-yl)piperazin-1-yl)piperidin-1-yl)phenyl)acrylamide FC1=C(C=CC=C1C(F)(F)F)[C@@H]1N(OCC1)C1=CC(=NC=N1)NC=1C(=CC(=C(C1)NC(C=C)=O)N1CCC(CC1)N1CCN(CC1)C1COC1)OC